CNS(=O)(=O)C1=CC(=C(C=C1)NCC1=CC=C(C=C1)OC(F)(F)F)C=1N=CN(C1)C n-methyl-3-(1-methyl-1H-imidazol-4-yl)-4-((4-(trifluoromethoxy)benzyl)amino)benzenesulfonamide